C(C=C)(=O)N1C[C@H](CC1)N1N=C(C=2C(=NC=C(C21)C(CCCOC)=O)N)C#CC2=CC(=CC(=C2)OC)OC (S)-1-(1-(1-acryloylpyrrolidin-3-yl)-4-amino-3-((3,5-dimethoxyphenyl)ethynyl)-1H-pyrazolo[4,3-c]pyridin-7-yl)-4-methoxybutan-1-one